1-(5-([1,1'-biphenyl]-3-yl)-2-(ethoxymethyl)-4-iodo-1H-imidazol-1-yl)-2-methylpropan-2-ol C1(=CC(=CC=C1)C1=C(N=C(N1CC(C)(O)C)COCC)I)C1=CC=CC=C1